[N+](=O)([O-])C(CO)(C)[N+](=O)[O-] 2,2-dinitro-1-propanol